1-(4-((trifluoromethyl)thio)phenyl)cyclobutan-1-ol FC(SC1=CC=C(C=C1)C1(CCC1)O)(F)F